ClC=1C=2N(C=CN1)C(=NC2I)C2C[C@@H](N(C2)C(=O)OC(C)(C)C)COC Tert-butyl (2R)-4-{8-chloro-1-iodoimidazo[1,5-a]pyrazin-3-yl}-2-(methoxymethyl)pyrrolidine-1-carboxylate